BrC=1C=CC(=C(C(=O)OC)C1)NC([C@@H](C)NC(=O)OC(C)(C)C)=O Methyl (R)-5-bromo-2-(2-((tert-butoxycarbonyl)amino)propanamido)benzoate